Oxoisophorone CC1=CC(=O)CC(C1=O)(C)C